ClC=1C=C(C=C2C(=C(C=NC12)C#N)NC1=CC(=C(C=C1)F)Cl)NC(C=1N=NN(C1)[C@H]1CNCC1)C=1C=NC=CC1 8-chloro-4-((3-chloro-4-fluorophenyl)amino)-6-((pyridin-3-yl(1-((R)-pyrrolidin-3-yl)-1H-1,2,3-triazol-4-yl)methyl)amino)quinoline-3-carbonitrile